C1(CC1)C1=CC(=C(C(=C1)C)N1N=C2N=C(NC(C2=C1)=O)C1C(C1)(F)F)C 2-(4-cyclopropyl-2,6-dimethylphenyl)-6-(2,2-difluorocyclopropyl)-2,5-dihydro-4H-pyrazolo[3,4-d]pyrimidin-4-one